[N+](=O)([O-])C=1C(=C(C=CC1)Br)F 3-nitrofluorobromobenzene